FC1=CC=CC=2C=C(C=3C=CC(OC3C21)(C2=CC=C(C=C2)OC)C2=CC=C(C=C2)OC)O 10-fluoro-2,2-bis(4-methoxyphenyl)-2H-benzo[H]chromen-5-ol